ClC1=CC(=NC(=N1)OC)N1C(CC2(CC(C2)OC)CC1)CO (7-(6-chloro-2-methoxypyrimidin-4-yl)-2-methoxy-7-azaspiro[3.5]nonan-6-yl)methanol